4-amino-1-[(2R,3S,4S,5R)-4-[(tert-butyldimethylsilyl)oxy]-5-{[(tert-butyldimethylsilyl)oxy]methyl}-5-(chloromethyl)-3-methoxyoxolan-2-yl]pyrimidin-2-one NC1=NC(N(C=C1)[C@@H]1O[C@]([C@H]([C@@H]1OC)O[Si](C)(C)C(C)(C)C)(CCl)CO[Si](C)(C)C(C)(C)C)=O